OC=1N=NC(=CC1)F 3-hydroxy-6-fluoropyridazine